CN1C=C(C2=C(C=CC=C12)OC)C1=NC(=NC=C1)Cl 1-methyl-3-(2-chloro-4-pyrimidinyl)-4-methoxyindole